ClC1=C(C(=NN1CC)C1=NOC(=C1)C(C)C)C(=O)NC1CCN(CC1)CCC(C)(C)C 5-Chloro-N-(1-(3,3-dimethylbutyl)piperidin-4-yl)-1-ethyl-3-(5-isopropylisoxazol-3-yl)-1H-pyrazole-4-carboxamide